FC(O[C@@H]1C[C@H](C1)C=1NC=C(N1)CC1=CC=NC=C1)(F)F (trans)-4-((2-(3-(Trifluoromethoxy)cyclobutyl)-1H-imidazole-4-yl)methyl)pyridine